9,10-bis(chloromethyl)anthracene ClCC=1C2=CC=CC=C2C(=C2C=CC=CC12)CCl